(R)-2-(4-(4-isopropylpyrazolo[1,5-a]pyridin-2-yl)-1,4,6,7-tetrahydro-5H-imidazo[4,5-c]pyridin-5-yl)-5-(pyridazin-3-yl)-1,3,4-oxadiazole C(C)(C)C=1C=2N(C=CC1)N=C(C2)[C@@H]2N(CCC1=C2N=CN1)C=1OC(=NN1)C=1N=NC=CC1